(S or R)-4-(4-((1R,5S)-3,8-diazabicyclo[3.2.1]octan-3-yl)-6-chloro-2-((3-(Dimethylamino)propyl)thio)-8-fluoroquinazolin-7-yl)naphthalene-2-ol dihydrochloride Cl.Cl.[C@H]12CN(C[C@H](CC1)N2)C2=NC(=NC1=C(C(=C(C=C21)Cl)C2=CC(=CC1=CC=CC=C21)O)F)SCCCN(C)C